CC=1N=CC=2N(C1)N=C(C2)C=2N=C1N(C(C2)=O)C=C(C=C1)C=1CCNCC1 2-(6-methylpyrazolo[1,5-a]pyrazin-2-yl)-7-(1,2,3,6-tetrahydropyridin-4-yl)-4H-pyrido[1,2-a]pyrimidin-4-one